biphenylacetic acid palladium (II) [Pd+2].C=1(C(=CC=CC1)CC(=O)O)C1=CC=CC=C1